N-(2,2-dimethylpropyl)-4-(3-ethyl-4-methyl-oxo-4,5-dihydro-1H-1,2,4-triazol-1-yl)-5-fluoro-2-[(2S)-pentan-2-yloxy]benzamide CC(CNC(C1=C(C=C(C(=C1)F)N1N=C(N(C1=O)C)CC)O[C@@H](C)CCC)=O)(C)C